NC1=NN=C(C(N1)=O)CC(C(=O)N)(C(F)(F)F)C ((3-amino-5-oxo-4,5-dihydro-1,2,4-triazin-6-yl)methyl)-3,3,3-trifluoro-2-methylpropanamide